3-(4-Acetyl-2-hydroxyphenyl)-6-[[(3R)-1-ethyl-3-piperidyl]amino]-4-methyl-1,2,4-triazin-5-on C(C)(=O)C1=CC(=C(C=C1)C1=NN=C(C(N1C)=O)N[C@H]1CN(CCC1)CC)O